[Br-].C(CCC)OC(CCCCCCCC[PH2+]C(C1=CC=CC=C1)(C1=CC=CC=C1)C1=CC=CC=C1)OCCCC 9,9-dibutoxynonyltritylphosphonium bromide